CCCCC/C=C\C/C=C\C/C=C\CCCCC(=O)O[C@H](COC(=O)CCCCC/C=C\C/C=C\C/C=C\C/C=C\CCCCC)COP(=O)(O)OC[C@H](CO)O 1-(7Z,10Z,13Z,16Z-docosatetraenoyl)-2-(6Z,9Z,12Z-octadecatrienoyl)-glycero-3-phospho-(1'-sn-glycerol)